(azetidin-1-yl)-N-methylaniline N1(CCC1)N(C1=CC=CC=C1)C